C(#N)C1=CC=C(C=C1)C1=CC=C(C=C1)CN1C=CC2=CC(=CC=C12)N1N=C(C=C1C)C(=O)N 1-(1-((4'-cyano-[1,1'-biphenyl]-4-yl)methyl)-1H-indol-5-yl)-5-methyl-1H-pyrazole-3-carboxamide